4,6-dichlorophenol ClC1=CC=C(C(=C1)Cl)O